(R)-3-bromo-7-((1-(5,7-difluoro-3-methylbenzofuran-2-yl)-2,2,2-trifluoroethyl)amino)-2-oxo-1,2-dihydro-1,6-naphthyridine-5-carbonitrile BrC=1C(NC=2C=C(N=C(C2C1)C#N)N[C@@H](C(F)(F)F)C=1OC2=C(C1C)C=C(C=C2F)F)=O